FC1=C(C=CC2=C1N=C(O2)C2=CC=C(C=C2)[N+](=O)[O-])F 4,5-difluoro-2-(4-nitrophenyl)-1,3-benzoxazole